Diethylamine sebacate C(CCCCCCCCC(=O)O)(=O)O.C(C)NCC